2-chloro-4-cyclopropyl-N-((3-(trifluoromethyl)pyrazin-2-yl)carbamoyl)benzamide ClC1=C(C(=O)NC(NC2=NC=CN=C2C(F)(F)F)=O)C=CC(=C1)C1CC1